((((((1R,2S,5R)-2-carbamoyl-7-oxo-1,6-diazabicyclo[3.2.1]oct-6-yl) oxy) sulfonyl) oxy) methyl) cyclopentane-1-carboxylate C1(CCCC1)C(=O)OCOS(=O)(=O)ON1[C@@H]2CC[C@H](N(C1=O)C2)C(N)=O